5-(((2-Aminoethyl)amino)methyl)-N-(5-((4-(4-cyano-6-methylpyrimidin-2-yl)piperazin-1-yl)sulfonyl)pyridin-2-yl)-2-(N-methylmethylsulfonamido)benzamide dihydrochloride Cl.Cl.NCCNCC=1C=CC(=C(C(=O)NC2=NC=C(C=C2)S(=O)(=O)N2CCN(CC2)C2=NC(=CC(=N2)C#N)C)C1)N(S(=O)(=O)C)C